methyl 2-((5S)-5-methyl-2-(3-oxo-3,4-dihydrospiro[benzo[b][1,4]oxazine-2,1'-cyclopropan]-7-yl)piperidin-1-yl)-2-oxoacetate C[C@H]1CCC(N(C1)C(C(=O)OC)=O)C=1C=CC2=C(OC3(CC3)C(N2)=O)C1